FC(C=1C=C(C=CC1F)C=1C=C2C(=NC1)C=NN2CC(=O)N2CC(C2)CO)F 2-[6-[3-(Difluoromethyl)-4-fluoro-phenyl]pyrazolo[4,3-b]pyridin-1-yl]-1-[3-(hydroxymethyl)azetidin-1-yl]ethanone